2-(2-hydroxyethyl)thiophenol OCCC1=C(C=CC=C1)S